C1(=CC=C(C=C1)N(C1=CC=C(C=C1)C1=CC(=C(C=C1)C1=CC=CC=C1)C1=CC=CC=C1)C1=CC=C(C=C1)Br)C1=CC=CC=C1 biphenyl-4-yl-(4-bromophenyl)-(2'-phenyl-[1,1':4',1'']terphenyl-4''-yl)-amine